(2S)-2-[9H-Fluoren-9-ylmethoxycarbonyl(methyl)amino]pent-4-enoic acid C1=CC=CC=2C3=CC=CC=C3C(C12)COC(=O)N([C@H](C(=O)O)CC=C)C